4-[5-(4-aminophenyl)-2,2-dimethyl-4,7-dioxo-3,6-diazanon-8-yn-6-yl]Benzene-1-carboxamide NC1=CC=C(C=C1)C(C(NC(C)(C)C)=O)N(C(C#C)=O)C1=CC=C(C=C1)C(=O)N